4-(4-(4-Chloro-3-methylphenyl)piperidin-1-yl)-5-fluoro-2-methoxyaniline ClC1=C(C=C(C=C1)C1CCN(CC1)C1=CC(=C(N)C=C1F)OC)C